N[C@@H](C)C1=C(C=2N(C(N=CC2S1)C1=CC=CC=C1)CC=1OC=CC1)C1=CC=CC=C1 6-[(1S)-1-aminoethyl]-N-[(furan-2-yl)methyl]-2,7-diphenylthieno[3,2-d]pyrimidin